boron nitrogen fluorene C1=CC=CC=2C3=CC=CC=C3CC12.[N].[B]